methyl-piperidinol CC1N(CCCC1)O